ClC1=CC(N(C=C1)C(C)N1N=NC(=C1)C=1C=NC=C(C1)F)=O 4-chloro-1-(1-(4-(5-fluoropyridin-3-yl)-1H-1,2,3-triazol-1-yl)ethyl)pyridin-2(1H)-one